ethyl 3-((4-chlorophenyl)amino)propanoate ClC1=CC=C(C=C1)NCCC(=O)OCC